(R)-4-((3-(1-(4-oxaspiro[2.4]heptan-7-yl)-1H-pyrazol-4-yl)-2-methoxyphenyl)amino)-6-(cyclopropanecarboxamido)pyridazine-3-carboxamide C1CC12OCC[C@H]2N2N=CC(=C2)C=2C(=C(C=CC2)NC2=C(N=NC(=C2)NC(=O)C2CC2)C(=O)N)OC